C(N)(OCC1=C(C(=CC=C1)NC(=O)C1=NC(=CN=C1N)Br)O)=O [[3-[(3-amino-6-bromo-pyrazine-2-carbonyl)amino]-2-hydroxy-phenyl] methyl] carbamate